C(C=C)(=O)NC1=C(C=CC=C1)NC1=NC(=NC=C1C(=O)NC1=C(C=CC=C1C)Cl)NC1=CC=C(C=C1)N1CCN(CC1)C 4-((2-acrylamidophenyl)amino)-N-(2-chloro-6-methylphenyl)-2-((4-(4-methylpiperazin-1-yl)phenyl)amino)pyrimidine-5-carboxamide